1-(3-bromo-4-fluorobenzyl)-3-(4-(phenylsulfonyl)phenyl)urea BrC=1C=C(CNC(=O)NC2=CC=C(C=C2)S(=O)(=O)C2=CC=CC=C2)C=CC1F